C1(CC1)NC1=NC(C(=C2N1C=CC(=C2)C(F)(F)F)C2=CC(=NC=C2)F)=O 1-(cyclopropylamino)-4-(2-fluoropyridin-4-yl)-6-(trifluoromethyl)-3H-pyrido[1,2-C]pyrimidin-3-one